ortho-cyanobenzoic acid C(#N)C1=C(C(=O)O)C=CC=C1